Cl.C(#N)C=1C(=CC(=NC1)NC(=O)N1CCCC2=CC(=C(N=C12)C=O)CN(C(=O)C1CCOCC1)C)NCCSC N-(5-cyano-4-((2-(methylthio)ethyl)amino)pyridin-2-yl)-7-formyl-6-((N-methyltetrahydro-2H-pyran-4-carboxamido)methyl)-3,4-dihydro-1,8-naphthyridine-1(2H)-carboxamide hydrochloride